NCCC1=CN(C2=CC(=CC=C12)CNCC=1NC2=CC=CC=C2C1C1NC(C2=CC=C(C=C12)O)=O)CC1=CC=CC=C1 3-(2-((((3-(2-aminoethyl)-1-benzyl-1H-indol-6-yl)methyl)amino)methyl)-1H-indol-3-yl)-5-hydroxyisoindolin-1-one